C1OCC12CN(C2)CCC 1-(2-oxa-6-azaspiro[3.3]heptan-6-yl)propan